[Mg].[Ca].[Cr] chromium, calcium-magnesium salt